C(N)(=O)C1=CC=C(C=C1)[C@]1(COCC1)NC(=O)C=1N(C2=CC=C(C(=C2C1)Cl)Cl)C |r| (±)-N-[3-(4-Carbamoyl-phenyl)tetrahydrofuran-3-yl]-4,5-dichloro-1-methyl-indole-2-carboxamide